ClC=1C(=NC(=NC1)NC=1C(=NN(C1)C1CCN(CC1)C)C)NCCCN1CCN(CCC1=O)C 4-(3-((5-chloro-2-((3-methyl-1-(1-methylpiperidin-4-yl)-1H-pyrazol-4-yl)amino)pyrimidin-4-yl)amino)propyl)-1-methyl-1,4-diazepan-5-one